NC1(CC1)C=1C=2C3=C(C(N(C3=CC1)C)=O)C=CC2 6-(1-amino-cyclopropyl)-1-methylbenzo[cd]indol-2(1H)-one